(2S)-tert-butyl 2-(2-(2,2-dimethyl-5-oxotetrahydrofuran-3-carbonyl)-6-(3-methyl-1H-pyrrolo[2,3-b]pyridin-5-yl)-1,2,3,4-tetrahydroisoquinolin-8-yl)pyrrolidine-1-carboxylate CC1(OC(CC1C(=O)N1CC2=C(C=C(C=C2CC1)C=1C=C2C(=NC1)NC=C2C)[C@H]2N(CCC2)C(=O)OC(C)(C)C)=O)C